COC1=C(C=C(C=C1)NC1=NC=CC(=N1)NC)OCCCN1CC(CC1)OC N2-(4-methoxy-3-(3-(3-methoxypyrrolidin-1-yl)propoxy)phenyl)-N4-methylpyrimidine-2,4-diamine